COC(CCC(=O)N(C)C)=O.C(C)SCC(=O)C1=C(C=C(C=C1)C1=NOC(=N1)C(F)(F)F)F 2-(ethylsulfanyl)-1-(2-fluoro-4-(5-(trifluoromethyl)-1,2,4-oxadiazol-3-yl)phenyl)ethan-1-one methyl-4-(dimethylamino)-4-oxobutanoate